CN1C=NC(=C1)C=1C=C(C=C2C=C(NC12)C1=CC(=C(C(=C1)Cl)Cl)Cl)NC(C=C)=O N-(7-(1-methyl-1H-imidazol-4-yl)-2-(3,4,5-trichlorophenyl)-1H-indol-5-yl)acrylamide